C(#N)C=1C=C(C=CC1)CC(C=1SC2=C(N1)C=CC(=C2)OC)NS(=O)(=O)C=2C=C(NC(CCNC(OC(C)(C)C)=O)=O)C=CC2 tert-butyl N-[3-[3-[[2-(3-cyanophenyl)-1-(6-methoxy-1,3-benzothiazol-2-yl)ethyl]sulfamoyl]anilino]-3-oxo-propyl]carbamate